NC=1C(=NC(=NC1)NC1CCCC1)NCCC(C)NC(OC(C)(C)C)=O tert-butyl (4-((5-amino-2-(cyclopentylamino)pyrimidin-4-yl)amino)butan-2-yl)carbamate